C(C(=C)C)(=O)OC1=C(CC(/C=C/COC(C(=C)C)=O)C=C1)OC Dihydroconiferyl Alcohol Dimethacrylate